ClC1=CC=C(C=C1)C1=C(C=CC=C1)CN1CCN(CC1)C(=O)C=1C=C2CN(C(C2=CC1)=O)C1C(NC(CC1)=O)=O 3-(5-(4-((4'-chloro-[1,1'-biphenyl]-2-yl)methyl)piperazine-1-carbonyl)-1-oxoisoindoline-2-yl)piperidine-2,6-dione